2-[1-[4-(2-cyclopentylsulfanyl-3-pyridinyl)-2,6-difluoro-phenyl]-4-piperidinyl]Acetic acid C1(CCCC1)SC1=NC=CC=C1C1=CC(=C(C(=C1)F)N1CCC(CC1)CC(=O)O)F